2-(4-(4-((7-bromo-2-(2,6-dioxopiperidin-3-yl)-1-oxoisoindolin-5-yl)methyl)piperazine-1-yl)phenyl)-2H-indazole-7-carboxamide BrC=1C=C(C=C2CN(C(C12)=O)C1C(NC(CC1)=O)=O)CN1CCN(CC1)C1=CC=C(C=C1)N1N=C2C(=CC=CC2=C1)C(=O)N